ClC1=NC2=C(C(=CC=C2C(=N1)N1C[C@@H](N(CC1)C(=O)OC(C)(C)C)CC#N)C1=CC=CC2=CC=CC(=C12)C#C[Si](C(C)C)(C(C)C)C(C)C)F tert-butyl (S)-4-(2-chloro-8-fluoro-7-(8-((triisopropylsilyl)ethynyl)naphthalene-1-yl)quinazolin-4-yl)-2-(cyanomethyl)piperazine-1-carboxylate